NC1=C(C(=NN1[C@H]1COCCC1)C1=CC=C(C=C1)CNC(C1=C(C=CC(=C1)F)OC)=O)C#N N-[[4-[5-amino-4-cyano-1-[(3R)-tetrahydropyran-3-yl]pyrazol-3-yl]phenyl]methyl]-5-fluoro-2-methoxy-benzamide